trimethoxybenzyl-oxazine COC1=C(C(=C(NO1)CC1=CC=CC=C1)OC)OC